(S)-2-((2-((4-chloro-2-fluorobenzyl)oxy)-3-cyclopropyl-5,8-dihydro-1,7-naphthyridin-7(6H)-yl)methyl)-3-(oxetan-2-ylmethyl)-3H-imidazo[4,5-b]pyridine-6-carbonitrile ClC1=CC(=C(COC2=NC=3CN(CCC3C=C2C2CC2)CC2=NC=3C(=NC=C(C3)C#N)N2C[C@H]2OCC2)C=C1)F